CN1CCN(CC1)C(=O)OC1=C(C=C(C=C1)[N+](=O)[O-])[N+](=O)[O-] 2,4-dinitrophenyl 4-methylpiperazine-1-carboxylate